C(C)N(S(=O)(=O)NC=1C(=C(OC=2C=C3C(N(C=NC3=CC2)C2COC3(C2)CCN(CC3)C(=O)OC(C)(C)C)=O)C(=CC1)F)F)C tert-butyl 3-[6-[3-[[ethyl(methyl)sulfamoyl]amino]-2,6-difluoro-phenoxy]-4-oxo-quinazolin-3-yl]-1-oxa-8-azaspiro[4.5]decane-8-carboxylate